BrC=1C=C2C=NNC2=CC1I 5-Bromo-6-iodo-1H-indazole